(3,4-dihydro-2H-1,4-benzoxazin-2-ylmethyl)dimethylamine O1C(CNC2=C1C=CC=C2)CN(C)C